NC1=CC=CC(=N1)S(=O)(=O)NC(=O)C=1C(=NC(=C(C1)F)OC(C)C1CCOCC1)N1C(C[C@@H](C1)C)(C)C N-[(6-Amino-2-pyridyl)sulfonyl]-5-fluoro-6-(1-tetrahydropyran-4-ylethoxy)-2-[(4S)-2,2,4-trimethylpyrrolidin-1-yl]pyridin-3-carboxamid